ClC1=C(C=CC=C1F)[C@@H]1[C@@H]2C([C@@H]2CN1C=1C=NC(=NC1)C(=O)OC)(F)F Methyl 5-((1R,2S,5S)-2-(2-chloro-3-fluorophenyl)-6,6-difluoro-3-azabicyclo[3.1.0]hexan-3-yl)pyrimidine-2-carboxylate